3-(((2',2''-dichloro-3''-(2-(((2-hydroxyethyl)amino)methyl)-[1,2,4]triazolo[1,5-a]pyridin-7-yl)-[1,1':3',1''-terphenyl]-4-yl)methyl)amino)propan-1-ol ClC1=C(C=CC=C1C1=C(C(=CC=C1)C1=CC=2N(C=C1)N=C(N2)CNCCO)Cl)C2=CC=C(C=C2)CNCCCO